ClC=1C=C(C=CC1)NS(=O)(=O)C=1C=C(C=CC1)NC(C1=NC=CC=C1)=O N-(3-(N-(3-chlorophenyl)sulfamoyl)phenyl)picolinamide